Decyltriphenyl-phosphonium C(CCCCCCCCC)[P+](C1=CC=CC=C1)(C1=CC=CC=C1)C1=CC=CC=C1